8-(1-methylcyclohexyloxycarbonylmethyloxycarbonyl)-tetracyclo[4.4.0.12,5.17,10]-3-dodecene CC1(CCCCC1)OC(=O)COC(=O)C1C2C3C4C=CC(C3C(C1)C2)C4